C(C)(C)(C)[Si](OCCCN1C(C[C@@]23[C@@](CC1)([C@@H](CC1=CC=C(C=C12)OC)N(CC3)CC3CC3)O)=O)(C)C (5aS,6R,11bR)-3-(3-((tertbutyldimethylsilyl)oxy)propyl)-14-(cyclopropylmethyl)-5a-hydroxy-10-methoxy-3,4,5,5a,6,7-hexahydro-6,11b-(epiminoethano)naphtho[1,2-d]azepin-2(1H)-one